FC=1C=C2C=CC=NC2=C(C1)C=1C(=NC=C(C1)C)S(=O)(=O)N (6-fluoroquinolin-8-yl)-5-methylpyridine-2-sulfonamide